1-(6-nitropyridin-3-yl)ethanol TFA salt OC(=O)C(F)(F)F.[N+](=O)([O-])C1=CC=C(C=N1)C(C)O